1-(2-chloro-7-(1-methoxyethyl)pyrazolo[1,5-a]pyrimidin-6-yl)-3-(2-oxoethoxy)-5-trifluoromethylpyridin-3-yl-urea ClC1=NN2C(N=CC(=C2C(C)OC)N2CC(CC(=C2)C(F)(F)F)(OCC=O)NC(=O)N)=C1